FC1(CN(CC[C@H]1NC1=NN2C(C(=N1)OC)=C(C(=C2)F)C=2C=CC1=C(N(N=N1)CCF)C2)CCOC)F (R)-N-(3,3-difluoro-1-(2-methoxyethyl)piperidin-4-yl)-6-fluoro-5-(1-(2-fluoroethyl)-1H-benzo[d][1,2,3]triazol-6-yl)-4-methoxypyrrolo[2,1-f][1,2,4]triazin-2-amine